2-[Methyl-[4-[(E)-3-(4-methyl-3-nitrophenyl)prop-2-enoyl]phenyl]sulfonylamino]acetic acid CN(CC(=O)O)S(=O)(=O)C1=CC=C(C=C1)C(\C=C\C1=CC(=C(C=C1)C)[N+](=O)[O-])=O